BrC=1C=CC(=C(NC2CCC(CC2)(F)F)C1)[N+](=O)[O-] 5-Bromo-N-(4,4-difluorocyclohexyl)-2-nitroaniline